N-(2-chloro-5-fluorophenyl)-N-(4-nitropyridin-2-yl)acetamide ClC1=C(C=C(C=C1)F)N(C(C)=O)C1=NC=CC(=C1)[N+](=O)[O-]